N,N-Dibutyl-4-hydroxy-tryptamine C(CCC)N(CCC1=CNC2=CC=CC(=C12)O)CCCC